N-[4-[(6,7-dimethoxy-1,5-naphthyridin-4-yl)oxy]-3-fluorophenyl]-5-(4-fluorophenyl)-1-(3-methyloxetan-3-yl)-4-oxopyridine-3-carboxamide COC=1N=C2C(=CC=NC2=CC1OC)OC1=C(C=C(C=C1)NC(=O)C1=CN(C=C(C1=O)C1=CC=C(C=C1)F)C1(COC1)C)F